N-(4-(N-(3,4-dichlorobenzyl)-N-(4-fluorobenzyl)sulfamoyl)phenyl)-2-(pyridin-4-yl)cyclopropane-1-carboxamide ClC=1C=C(CN(S(=O)(=O)C2=CC=C(C=C2)NC(=O)C2C(C2)C2=CC=NC=C2)CC2=CC=C(C=C2)F)C=CC1Cl